2-chloro-4,5,6,7-tetrahydrobenzothiophen ClC=1SC2=C(C1)CCCC2